C1(OC(C(C=C)O1)C=C)=O 1,2-divinylethylene carbonate